methyl 4-(((2S)-2-((tert-butoxycarbonyl)amino)-1-cyano-3-(1H-indol-3-yl)propyl)amino)-4'-ethyl-[1,1'-biphenyl]-3-carboxylate C(C)(C)(C)OC(=O)N[C@H](C(C#N)NC1=C(C=C(C=C1)C1=CC=C(C=C1)CC)C(=O)OC)CC1=CNC2=CC=CC=C12